(S)-2-(cyclopropylmethyl)isothiazolidin-4-carboxylic acid 1,1-dioxide C1(CC1)CN1S(C[C@@H](C1)C(=O)O)(=O)=O